(3R,4R)-3-[(1R)-1-[4-[[4-(azetidin-1-yl)-6-methyl-2-pyridyl]oxymethyl]phenyl]ethyl]-4-([18F]fluoromethyl)-3-methyl-pyrrolidin-2-one N1(CCC1)C1=CC(=NC(=C1)C)OCC1=CC=C(C=C1)[C@@H](C)[C@]1(C(NC[C@@H]1C[18F])=O)C